C(C1=CC=CC=C1)OC1=CC(=C(C=C1)N(C(OC(C)(C)C)=O)C1=CC2=C(C=N1)N(C(N2C2=CC=C(C=C2)OC)=O)C)C tert-Butyl (4-(Benzyloxy)-2-methylphenyl)(1-(4-methoxyphenyl)-3-methyl-2-oxo-2,3-dihydro-1H-imidazo[4,5-c]pyridin-6-yl)carbamate